C(CCC)N1SC2=C(C1)C=CC=C2 2-butyl-1,2-benzisothiazol